5-bromo-2'-deoxyuridine 5'-triphosphate P(O)(=O)(OP(=O)(O)OP(=O)(O)O)OC[C@@H]1[C@H](C[C@@H](O1)N1C(=O)NC(=O)C(=C1)Br)O